OC1=CC=C(C=C1)[S+](CC1=CC=C(C=C1)C)C (4-hydroxyphenyl)methyl(4-methylbenzyl)sulfonium